5-bromo-3-((4-chloro-phenylimino)methyl)-2-(isobutyryloxy)phenyl 4-methylbenzoate CC1=CC=C(C(=O)OC2=C(C(=CC(=C2)Br)C=NC2=CC=C(C=C2)Cl)OC(C(C)C)=O)C=C1